BrC=1C=C(OC1)CN[C@@H](C)C1CC1 (S)-N-((4-Bromofuran-2-yl)methyl)-1-cyclopropylethylamine